CC1OC2(CN1)CCN(CC2)C(=O)OCCCC butyl 2-methyl-1-oxa-3,8-diazaspiro[4.5]decane-8-carboxylate